2-cyclopentyloxy-benzoic acid C1(CCCC1)OC1=C(C(=O)O)C=CC=C1